N-((1R)-8,9-difluoro-4-methoxy-6-oxo-1,4,5,6-tetrahydro-2H-pyrano[3,4-c]isoquinolin-1-yl)-5,6-difluoro-N-methyl-1H-indole-2-carboxamide FC=1C(=CC=2C3=C(NC(C2C1)=O)C(OC[C@@H]3N(C(=O)C=3NC1=CC(=C(C=C1C3)F)F)C)OC)F